C(C)(C)(C)C1=CC=C(C=C1)NC1C(CC(CC1)=O)C 4-((4-(tert-butyl)phenyl)amino)-3-methylcyclohexan-1-one